2-phenylthiazole-4-carboxylic acid methyl ester COC(=O)C=1N=C(SC1)C1=CC=CC=C1